(S)-6,7-dichloro-N-hydroxy-1-methyl-1,3,4,5-tetrahydro-2H-pyrido[4,3-b]indole-2-carboxamide ClC1=C(C=CC=2C3=C(NC12)CCN([C@H]3C)C(=O)NO)Cl